ethyl (2Z)-2-[(Z)-5-chloro-2,3,4-trifluorobenzoyl]-3-ethoxyprop-2-enoate ClC=1C(=C(C(=C(C(=O)/C(/C(=O)OCC)=C/OCC)C1)F)F)F